5-bromo-1-((2-(trimethylsilyl)ethoxy)methyl)-1H-1,2,4-triazole-3-carboxylic acid BrC1=NC(=NN1COCC[Si](C)(C)C)C(=O)O